CC1=NC2=CC=CC(=C2C(N1C1C(NC(CC1)=O)=O)=O)CCCCCN1CCN(CC1)C1COC1 3-(2-methyl-5-(5-(4-(oxetan-3-yl)piperazin-1-yl)pentyl)-4-oxoquinazolin-3(4H)-yl)piperidine-2,6-dione